[N+](=O)([O-])C1=C(CC(C(=O)OC)C(=O)OC)C=CC=C1 dimethyl 2-(2-nitrobenzyl)malonate